1-(3-((4-((2-cyclopropoxy-5-(furan-2-yl)phenyl)amino)-7-methoxyquinazolin-6-yl)oxy)azetidin-1-yl)prop-2-en-1-one C1(CC1)OC1=C(C=C(C=C1)C=1OC=CC1)NC1=NC=NC2=CC(=C(C=C12)OC1CN(C1)C(C=C)=O)OC